CN(CCNC(=O)[C@H]1NC[C@@H](C1)F)C (2S,4R)-N-(2-dimethylaminoethyl)-4-fluoro-pyrrolidine-2-carboxamide